2-((1-Methyl-1H-pyrazol-4-yl)amino)pyrimidin CN1N=CC(=C1)NC1=NC=CC=N1